Cl.F[C@H]1CNCCC1 (3R)-3-fluoro-piperidine hydrochloride